methyl (E)-3-(3-(N-((4-(1-methyl-1H-indazol-5-yl)phenyl)methyl-d)cyclohexanecarboxamido)phenyl)acrylate CN1N=CC2=CC(=CC=C12)C1=CC=C(C=C1)C(N(C(=O)C1CCCCC1)C=1C=C(C=CC1)/C=C/C(=O)OC)[2H]